1,4-di-sec-butyl-tetrasulfane C(C)(CC)SSSSC(C)CC